OC=1C=C(C=C(C1O)OC)C1=NC2=C(N1)C=CC(=C2)N2CCN(CC2)C(=O)C2=CC=C(C=C2)C(F)(F)F (4-(2-(3,4-dihydroxy-5-methoxyphenyl)-1H-benzo[d]imidazol-5-yl)piperazin-1-yl)(4-(trifluoromethyl)phenyl)methanone